CC1=C(C=C2C(=N1)C(=CN2)C(=O)N)C 5,6-dimethylpyrrolo[3,2-b]pyridine-3-carboxamide